C(#N)/C(/C(=O)N(CC)CC)=C\C1=CC(=C(C(=C1)[N+](=O)[O-])O)O (2E)-2-cyano-3-(3,4-dihydroxy-5-nitrophenyl)-N,N-diethyl-prop-2-enamide